N6-methyl-2-(4-methyl-1,2,3-thiadiazole-5-carboxamido)-5-oxohexanediamide CNC(C(CCC(C(=O)N)NC(=O)C1=C(N=NS1)C)=O)=O